(S)-4-methyl-1,2,3-oxathiazole-3-carboxylic acid tert-butyl ester 2,2-dioxide C(C)(C)(C)OC(=O)N1S(OC=C1C)(=O)=O